O1N=CC(=C1)C(=O)C1=CNC=2N=C(N=C(C21)NC2=C(C=CC=C2)S(=O)(=O)N(C)C)NC2=C(C=C1CCN(CC1=C2)C)OC 2-((5-(isoxazole-4-carbonyl)-2-((6-methoxy-2-methyl-1,2,3,4-tetrahydroisoquinolin-7-yl)amino)-7H-pyrrolo[2,3-d]pyrimidin-4-yl)amino)-N,N-dimethylbenzenesulfonamide